3-(4-amino-6-(3-methoxyazetidin-1-yl)pyrido[3,4-d]pyrimidin-8-yl)-2,4-dimethylphenol NC=1C2=C(N=CN1)C(=NC(=C2)N2CC(C2)OC)C=2C(=C(C=CC2C)O)C